N-(6-amino-5-ethyl-3-pyridyl)-2-[(2S,5R)-2-(3,5-dichlorophenyl)-5-methyl-1-piperidyl]-2-oxo-acetamide NC1=C(C=C(C=N1)NC(C(=O)N1[C@@H](CC[C@H](C1)C)C1=CC(=CC(=C1)Cl)Cl)=O)CC